(R)-N-(1-(2,7-dimethyl-3-(methylthio)quinoxalin-5-yl)ethylidene)-2-methylpropane-2-sulfinamide CC1=NC2=CC(=CC(=C2N=C1SC)C(C)=N[S@](=O)C(C)(C)C)C